BrC1=CC=C(C=C1)\C=C\C1=CC=C(C=C1)Br 4,4'-dibromo-trans-stilbene